2'-[6-amino-5-(trifluoromethyl)pyridin-3-yl]-N-[(3R)-2,3-dihydro-1-benzofuran-3-yl]-5',6'-dihydrospiro[pyrrolidine-3,4'-pyrrolo[1,2-b]pyrazole]-1-carboxamide NC1=C(C=C(C=N1)C=1C=C2N(N1)CCC21CN(CC1)C(=O)N[C@H]1COC2=C1C=CC=C2)C(F)(F)F